BrC1=NC=CC=C1OC1=CC=CC=C1 2-bromo-3-phenoxypyridine